NC1=CC=C(C(=O)NC=2C=C(C=CC2)NC=2C3=C(N(N2)C(=O)OCC)C(N(C3)C(N[C@H](CN(C)C)C3=CC=CC=C3)=O)(C)C)C=C1 ethyl (S)-3-((3-(4-aminobenzamido)phenyl)amino)-5-((2-(dimethylamino)-1-phenylethyl)carbamoyl)-6,6-dimethyl-5,6-dihydropyrrolo[3,4-c]pyrazole-1(4H)-carboxylate